BrC1=C2CN(C(C2=CC=C1CN1CCN(CC1)C1CCN(CC1)C1=CC=C(C=C1)[C@H]1[C@H](COC2=CC(=CC=C12)O)C1=CC=CC=C1)=O)C1C(NC(CC1)=O)=O 3-(4-bromo-5-((4-(1-(4-((3S,4R)-7-hydroxy-3-phenylchroman-4-yl)phenyl)piperidin-4-yl)piperazin-1-yl)methyl)-1-oxoisoindolin-2-yl)piperidine-2,6-dione